ClC=1C=C2C(=NC(=NC2=C(C1C1=CC=CC2=C1N=C(S2)N)F)OC[C@H]2N(CCC2)C)N2CC(NCC2)C(F)(F)F 4-(6-Chloro-8-fluoro-2-(((S)-1-methylpyrrolidin-2-yl)methoxy)-4-(3-(trifluoromethyl)piperazin-1-yl)quinazolin-7-yl)benzo[d]thiazol-2-amine